C1(C(CCCC1)C(=O)OCCCCC)C(=O)OCCCCC dipentyl cyclohexane-1,2-dicarboxylate